1-(6-((4-(5-cyanopyridin-2-yl)piperazin-1-yl)methyl)pyrimidin-4-yl)-3-ethylurea C(#N)C=1C=CC(=NC1)N1CCN(CC1)CC1=CC(=NC=N1)NC(=O)NCC